3-ethoxypropylsulfonic acid sodium salt [Na+].C(C)OCCCS(=O)(=O)[O-]